(S)-4-fluoro-N-(1-(4-(N-(2-methyl-4-morpholinobutan-2-yl)sulfamoyl)phenylamino)-1-oxo-3-phenylpropan-2-yl)benzamide FC1=CC=C(C(=O)N[C@H](C(=O)NC2=CC=C(C=C2)S(NC(C)(CCN2CCOCC2)C)(=O)=O)CC2=CC=CC=C2)C=C1